(S)-1-((s)-1-(3-Chloro-5-fluoro-2-(hydroxymethyl)phenyl)ethyl)-3-hydroxypyrrolidin-2-one ClC=1C(=C(C=C(C1)F)[C@H](C)N1C([C@H](CC1)O)=O)CO